PHENOXYPHENYLHYDROXYISOXAZOLINE O(C1=CC=CC=C1)C1(C(=NOC1)O)C1=CC=CC=C1